tetrasodium ethylenediamine tetraacetate, sodium salt [Na].C(C)(=O)ON(CCN(OC(C)=O)OC(C)=O)OC(C)=O.[Na].[Na].[Na].[Na]